N,N-dimethyl-3-[(9z,12z)-octadec-9,12-dien-1-yloxy]propan-2-amine CN(C(C)COCCCCCCCC\C=C/C\C=C/CCCCC)C